BrC1=CC=C(C=C1)C1=NC2=C(C=CC=C2C(=N1)C(=O)O)Cl 2-(4-bromophenyl)-8-chloro-quinazoline-4-carboxylic acid